bis(n-butyl-di-1-adamantylphosphine) palladium [Pd].C(CCC)P(C12CC3CC(CC(C1)C3)C2)C23CC1CC(CC(C2)C1)C3.C(CCC)P(C31CC2CC(CC(C3)C2)C1)C12CC3CC(CC(C1)C3)C2